ClC1=NC2=CC(=CC=C2C=C1)CN(C(C)=O)C=1C(=NN(C1)C)C(=O)N(C)OC 4-{N-[(2-chloroquinolin-7-yl)methyl]acetamido}-N-methoxy-N,1-dimethyl-1H-pyrazole-3-carboxamide